(S)-4-ethyl-8-fluoro-4-hydroxy-11-methyl-10-(2-morpholinoethoxy)-1,12-dihydro-14H-pyrano[3',4':6,7]indolizino[2,1-b]quinoline-3,6,14(4H,11H)-trione C(C)[C@]1(C(OCC=2C(N3CC=4N(C5=C(C=C(C=C5C(C4C3=CC21)=O)F)OCCN2CCOCC2)C)=O)=O)O